(4-bromo-3-fluorophenyl)carboxamide BrC1=C(C=C(C=C1)C(=O)N)F